[Na].BrC1=NC(=NN1)C#N 5-bromo-1,2,4-triazole-3-carbonitrile sodium salt